2-amino-7-fluoro-3-{(1S)-1-[5-(1H-pyrazol-1-yl)-1H-pyrazolo[3,4-b]pyridin-6-yl]ethoxy}quinoline-6-carboxamide NC1=NC2=CC(=C(C=C2C=C1O[C@@H](C)C1=C(C=C2C(=N1)NN=C2)N2N=CC=C2)C(=O)N)F